(E)-4-fluoro-N-((8-(4-(trifluoromethyl)phenyl)imidazo[1,2-a]pyrazin-6-yl)methyl)but-2-enamide FC/C=C/C(=O)NCC=1N=C(C=2N(C1)C=CN2)C2=CC=C(C=C2)C(F)(F)F